FC=1C=CC(=C(C1)C=1C=NN2C1N=C(C=C2)C2=CC(N(C=C2)CCC(F)(F)F)=O)OC 4-(3-(5-fluoro-2-methoxyphenyl)pyrazolo[1,5-a]pyrimidin-5-yl)-1-(3,3,3-trifluoropropyl)pyridin-2(1H)-one